[Na+].O=C(C(=O)[O-])CCC(=O)[O-].[Na+] Ketoglutaric acid sodium salt